CN1C(=NN=C1)CC1(COC1)C=1C=C(C=CC1)N1CC2=C(C=C(C=C2C1=O)N1CCN(C2(CC2)C1)C(=O)OC(C)(C)C)C(F)(F)F tert-butyl 7-[2-(3-{3-[(4-methyl-1,2,4-triazol-3-yl)methyl]oxetan-3-yl}phenyl)-3-oxo-7-(trifluoromethyl)-1H-isoindol-5-yl]-4,7-diazaspiro[2.5]octane-4-carboxylate